CN(CC=CC(=O)N[C@@H]1C[C@@H](CC1)OC=1C=2N(C=C(N1)C=1C=NN(C1)C)N=CC2)C 4-(dimethylamino)-N-((1S,3R)-3-((6-(1-methyl-1H-pyrazol-4-yl)pyrazolo[1,5-a]pyrazin-4-yl)oxy)cyclopentyl)but-2-enamide